tert-butyl (tert-butoxycarbonyl)(2-((furan-2-ylmethyl)amino)-7-(hydroxy(4-(pyrrolidin-1-ylmethyl)phenyl)methyl)imidazo[2,1-f][1,2,4]triazin-4-yl)carbamate C(C)(C)(C)OC(=O)N(C(OC(C)(C)C)=O)C1=NC(=NN2C1=NC=C2C(C2=CC=C(C=C2)CN2CCCC2)O)NCC=2OC=CC2